2-[(2R)-2-methylmorpholin-4-yl]-6-(propan-2-yl)-4-{[4-(2,2,2-trifluoroethyl)phenyl]amino}-5,6-dihydro-7H-pyrrolo[3,4-d]pyrimidin-7-one C[C@@H]1CN(CCO1)C=1N=C(C2=C(N1)C(N(C2)C(C)C)=O)NC2=CC=C(C=C2)CC(F)(F)F